C(#C)C1CCN(CC1)S(=O)(=O)N[C@@H]([C@@H](C)C1=C(C(=CC=C1F)C)C)C=1OC(NN1)=O 4-ethynyl-N-((1S,2S)-2-(6-fluoro-2,3-dimethylphenyl)-1-(5-oxo-4,5-dihydro-1,3,4-oxadiazol-2-yl)propyl)piperidine-1-sulfonamide